C(C)(C)(C)OC(=O)N1C(=NCC1)N(C1=CC=C(C=C1)I)C(=O)OC(C)(C)C.FC=1C=C(C=C(C1)F)CC1=CCN(O1)CCC1=CNC2=CC=C(C=C12)F 5-[(3,5-difluorophenyl)methyl]-N-[2-(5-fluoro-1H-indol-3-yl)ethyl]isoxazole tert-butyl-2-((tert-butoxycarbonyl)(4-iodophenyl)amino)-4,5-dihydro-1H-imidazole-1-carboxylate